(2S)-2-{[(2,2-dimethylpropanoyl)oxy]amino}-5-(2,2,2-trifluoroacetamido)pentanoic acid CC(C(=O)ON[C@H](C(=O)O)CCCNC(C(F)(F)F)=O)(C)C